FC1=CC(=C(C=C1)C1=CC(=NC=C1)NC(=O)NC=1C=NC(=CC1)F)OC 1-(4-(4-fluoro-2-methoxyphenyl)pyridin-2-yl)-3-(6-fluoropyridin-3-yl)urea